FC=1C=C2C(=CN=CC2=C(C1)N1CCNCC1)N1C(NC(CC1)=O)=O (6-fluoro-8-piperazin-1-yl-4-isoquinolinyl)hexahydropyrimidine-2,4-dione